1-tert-butyl-5-[(6-methylpyrazin-2-yl)amino]-3-(4-nitrophenyl)-1H-pyrazole-4-carboxamide C(C)(C)(C)N1N=C(C(=C1NC1=NC(=CN=C1)C)C(=O)N)C1=CC=C(C=C1)[N+](=O)[O-]